C(C=C)OC1=NC(=NC(=N1)OCC=C)OCC=C 2,4,6-tris(2-propenyloxy)-1,3,5-triazine